fluoro-1,2-diethoxyethane FC(COCC)OCC